S(=O)(=O)(O)O.ClC1=C(C=CC=C1)[C@@H](C(=O)OC)N1CC2=C(CC1)SC=C2 methyl (+)-(S)-α-(2-chlorophenyl)-6,7-dihydrothieno[3,2-c]pyridine-5(4H)-acetate sulfate